C1=CC=CC=2C3=CC=CC=C3C(C12)COC(=O)N[C@H](C(=O)N[C@H](C(=O)NC=1C=CC(=C(C1)S(=O)(=O)[O-])CO)CCCNC(=O)N)C(C)C.[Na+] sodium 5-[[(2S)-2-[[(2S)-2-(9H-fluoren-9-ylmethoxy carbonylamino)-3-methyl-butanoyl]amino]-5-ureido-pentanoyl]amino]-2-(hydroxymethyl)benzenesulfonate